1-(2-(4-fluorophenyl)-3-(2-(phenylamino)pyridin-4-yl)-6,7-dihydropyrazolo[1,5-a]pyrazin-5(4H)-yl)ethan-1-one FC1=CC=C(C=C1)C1=NN2C(CN(CC2)C(C)=O)=C1C1=CC(=NC=C1)NC1=CC=CC=C1